C(C)C1(CCN(CC1)C=1C=C2C(=CC=NC2=CC1)C(=O)O)O 6-(4-ethyl-4-hydroxypiperidin-1-yl)quinoline-4-carboxylic acid